Cl.Cl.FC(C1=NC(=NN1C)C=1C=C2CC[C@]3(CNCC3)NC2=NC1C)F (2S)-6-[5-(Difluoromethyl)-1-methyl-1H-1,2,4-triazol-3-yl]-7-methyl-3,4-dihydro-1H-spiro[1,8-naphthyridine-2,3'-pyrrolidine], dihydrochloride salt